(R)-3-amino-4-(2-methylphenyl)-butyric acid N[C@@H](CC(=O)O)CC1=C(C=CC=C1)C